NC([C@H](CCC(=O)OC(C)(C)C)N1C(C2=CC=C(C=C2C1)O[C@@H]1CN(C[C@H]1C1=CC=NC=C1)C(=O)OC(C)(C)C)=O)=O |o1:22,26| tert-butyl (3S*,4R*)-3-((2-((S)-1-amino-5-(tert-butoxy)-1,5-dioxopentan-2-yl)-1-oxoisoindolin-5-yl)oxy)-4-(pyridin-4-yl)pyrrolidine-1-carboxylate